(5RS)-2-(3-Chlorobenzyl)-3-oxo-2,3,5,6,7,8-hexahydro[1,2,4]triazolo[4,3-a]pyridine-5-carboxylic acid ClC=1C=C(CN2N=C3N([C@H](CCC3)C(=O)O)C2=O)C=CC1 |r|